(R)-2,2,2-trifluoro-1-(4-fluorophenyl)ethan-1-amine hydrochloride Cl.FC([C@H](N)C1=CC=C(C=C1)F)(F)F